4-cyclopropyl-2-[3-(1-ethyl-3,5-dimethyl-pyrazol-4-yl)pyrazolo[1,5-a]pyridin-5-yl]thiazole-5-carboxylic acid C1(CC1)C=1N=C(SC1C(=O)O)C1=CC=2N(C=C1)N=CC2C=2C(=NN(C2C)CC)C